ClC=1C=CC(=NC1)[Sn](CCCC)(CCCC)CCCC 5-chloro-2-(tributylstannyl)pyridine